ClCC1=CC(NC(N1)=O)=O 6-(chloromethyl)-1,2,3,4-tetrahydropyrimidine-2,4-dione